CC1(C(CCCC1)(N)C)N dimethyl-cyclohexane-1,2-diamine